FC(C=1C=C(C=CC1)C1=C(C(=CC=C1)C[C@@H]1N(C[C@@H]([C@@H]1NS(=O)(=O)CC)F)C(=O)C1OCC1)F)F N-[(2S,3R,4S)-2-{[3'-(difluoromethyl)-2-fluoro[1,1'-biphenyl]-3-yl]methyl}-4-fluoro-1-(oxetane-2-carbonyl)pyrrolidin-3-yl]ethanesulfonamide